NCC(CN1N=CN(C1=O)C1=NC(=CC=C1)C1=CC=C(C=C1)C(=O)N1CCOCC1)=C(F)F 2-[2-(aminomethyl)-3,3-difluoro-allyl]-4-[6-[4-(morpholine-4-carbonyl)phenyl]-2-pyridyl]-1,2,4-triazol-3-one